BrC=1C=CC(=C(NC)C1)[N+](=O)[O-] 5-bromo-N-methyl-2-nitroaniline